N-ethyl-5-fluoro-2-[1-methyl-6-(pyrrolidin-3-yl)-1H-indazol-4-yl]-N-(isopropyl)benzamide C(C)N(C(C1=C(C=CC(=C1)F)C1=C2C=NN(C2=CC(=C1)C1CNCC1)C)=O)C(C)C